(E)-6-(2-(1,2,3,5,6,7-hexahydropyrido[3,2,1-ij]quinoline-9-yl)vinyl)-3,4-dihydroxy-2H-pyran-2-one C1CCN2C3=C(C=C(C=C13)/C=C/C1=CC(=C(C(O1)=O)O)O)CCC2